S1C(=NC2=C1C=CC=C2)C2=CC=C(C=C2)C=CC(C=CC=2SC=CC2)=O 1-(4-(2-benzothiazolyl)phenyl)-5-(2-thienyl)-1,4-pentadien-3-one